O1C[C@@H](CC1)CC(=O)O (S)-2-(tetrahydrofuran-3-yl)acetic acid